(1S,2R)-2-fluoro-N-(5-(4-methyl-1H-pyrrolo[2,3-b]pyridin-5-yl)pyrazolo[1,5-a]pyridin-2-yl)cyclopropane-1-carboxamide F[C@H]1[C@@H](C1)C(=O)NC1=NN2C(C=C(C=C2)C=2C(=C3C(=NC2)NC=C3)C)=C1